ClC1=C(C=C(C=C1)Cl)S(=O)(=O)N1CCC2=C(C(=CC=C12)F)C=1C=C2C=NC=NC2=CC1 6-[1-(2,5-dichlorobenzene-1-sulfonyl)-5-fluoro-2,3-dihydro-1H-indol-4-yl]quinazolin